NC=1N=CC2=C(N1)NC=C2C2=CC=1N(C=C2)N=CC1C(=O)NCC(C)(C)F 5-(2-amino-7H-pyrrolo[2,3-d]pyrimidin-5-yl)-N-(2-fluoro-2-methylpropyl)pyrazolo[1,5-a]pyridine-3-carboxamide